4-bromo-N-(4-((6-methyl-2-(pyrrolidin-1-yl)pyrimidin-4-yl)amino)phenyl)-1H-pyrrole-2-carboxamide BrC=1C=C(NC1)C(=O)NC1=CC=C(C=C1)NC1=NC(=NC(=C1)C)N1CCCC1